6-((6-((5-cyclopropyl-3-(2,6-dichlorophenyl)isoxazol-4-yl)methoxy)naphthalen-2-yl)oxy)pyridazine-3-carboxylic acid C1(CC1)C1=C(C(=NO1)C1=C(C=CC=C1Cl)Cl)COC=1C=C2C=CC(=CC2=CC1)OC1=CC=C(N=N1)C(=O)O